FC(C(C(\C=C\C(C(C(F)(F)F)(C(F)(F)F)F)(F)F)(F)F)(F)F)(F)F E-1,1,1,2,2,3,3,6,6,7,8,8,8-tridecafluoro-7-(trifluoromethyl)-4-octene